ClC=1C(=C(C#N)C=C(C1)C(C)(C)C1=CC=C(C=C1)C=1C=C2C=NC(=NC2=CC1)Cl)OCCCl 3-Chloro-2-(2-chloroethoxy)-5-[1-[4-(2-chloroquinazolin-6-yl)phenyl]-1-methyl-ethyl]benzonitrile